NC=1C=2N(C3=CC(=CC=C3N1)C(=O)N([C@@H]1COC3=C1C=CC(=C3)C(F)(F)F)C)C(=NC2C)C (S)-4-amino-N,1,3-trimethyl-N-(6-(trifluoromethyl)-2,3-dihydrobenzofuran-3-yl)imidazo[1,5-a]quinoxaline-8-carboxamide